C1=CC=CC=2C3=CC=CC=C3C(C12)COC(NCCOCCOCCOCCOCCC(=O)N[C@@H](CCCCN)C(=O)O)=O (1-(9H-fluoren-9-yl)-3-oxo-2,7,10,13,16-pentaoxa-4-azanonadecan-19-oyl)-L-lysine